(S)-N-(1-(2-chloro-6-fluorophenyl)-1,4,5,7-tetrahydropyrano[3,4-c]pyrazol-4-yl)-4,5-dimethylpyridinecarboxamide ClC1=C(C(=CC=C1)F)N1N=CC2=C1COC[C@H]2NC(=O)C2=NC=C(C(=C2)C)C